N-(5-cyclopentyl-1H-pyrazol-3-yl)-2-(6-methyl-2,6-diazaspiro[3.3]heptan-2-yl)pyrimidin-4-amine C1(CCCC1)C1=CC(=NN1)NC1=NC(=NC=C1)N1CC2(C1)CN(C2)C